ClC=1C=C(C=CC1F)[C@@H]1N(OCC1)C1=CC(=NC=N1)NC=1C(=CC(=C(C1)NC(C=C)=O)N1C[C@H](CC1)N(C)C)OC N-(5-((6-((R)-3-(3-chloro-4-fluorophenyl)isoxazolidine-2-yl)pyrimidine-4-yl)amino)-2-((S)-3-(dimethylamino)pyrrolidine-1-yl)-4-methoxy-phenyl)acrylamide